dimethyl (S)-2-((tert-butoxy carbonyl) amino)-4-methylenepentanedioate C(C)(C)(C)OC(=O)N[C@H](C(=O)OC)CC(C(=O)OC)=C